2-({[8-[(2-methoxyethyl)amino]-2-(2-methylbiphenyl-3-yl)[1,2,4]triazolo[1,5-a]pyridin-6-yl]methyl}amino)ethanol COCCNC=1C=2N(C=C(C1)CNCCO)N=C(N2)C=2C(=C(C=CC2)C2=CC=CC=C2)C